C(C)N1CCOCC1 Ethylmorpholin